N1=CN(C2=NC=CC=C21)CC=2C=C(C(=C(C2)O)OCC2=CC=CC=C2)OC 5-((3H-imidazo[4,5-b]pyridin-3-yl)methyl)-2-(benzyloxy)-3-methoxyphenol